ClC1=CC=C(C(=O)OC2=C(C=CC=C2)OCC)C=C1 2-ethoxyphenyl 4-chlorobenzoate